BrC1=C(N=C(C=2N1N=CC2)N2CCC1(CC2)C(C2=CC(=CC=C2C1)OC)=O)C 1'-(7-bromo-6-methyl-pyrazolo[1,5-a]pyrazin-4-yl)-6-methoxy-spiro[indan-2,4'-piperidin]-1-one